4-bromo-1-cyclopentylpyridin-2(1H)-one BrC1=CC(N(C=C1)C1CCCC1)=O